4-Amino-3-(difluoromethyl)-1H-pyrazolo[3,4-d]pyrimidin-1-yl[ethyl]-3-(1-isopropylazetidin-3-yl)-4-methoxy-2-methylbenzonitrile NC1=C2C(=NC=N1)N(N=C2C(F)F)C2=C(C(=C(C(=C2C#N)C)C2CN(C2)C(C)C)OC)CC